(3R,9aS)-3-(2,3-difluorophenyl)-3,4,6,7,9,9a-hexahydro-1H-pyrazino[2,1-c][1,4]oxazin FC1=C(C=CC=C1F)[C@@H]1CN2[C@H](CO1)CNCC2